C(#N)CCOC1=CC=2N(C=C1)C(=CN2)C2=CC(=C(C(=O)NC1CC1)C(=C2)OC)OC(F)F 4-[7-(2-cyanoethoxy)imidazo[1,2-a]pyridin-3-yl]-N-cyclopropyl-2-(difluoromethoxy)-6-methoxy-benzamide